3-methacryloxypropyltrimethoxysilane (3-(trimethoxysilyl)propyl methacrylate) CO[Si](CCCC=C(C(=O)O)C)(OC)OC.C(C(=C)C)(=O)OCCC[Si](OC)(OC)OC